N1=CNCC=C1 3,4-dihydropyrimidin